4,4'-methylene-bis(2,6-dimethylcyclohexylamine) C(C1CC(C(C(C1)C)N)C)C1CC(C(C(C1)C)N)C